(3S)-methyl 3-(5-(2,6-dimethylphenyl)pyridin-3-yl)-3-(2-(5-(((R)-3-fluoropyrrolidin-1-yl)methyl)-2-oxopyridin-1(2H)-yl)-4-methylpentanamido)propanoate CC1=C(C(=CC=C1)C)C=1C=C(C=NC1)[C@H](CC(=O)OC)NC(C(CC(C)C)N1C(C=CC(=C1)CN1C[C@@H](CC1)F)=O)=O